1,4-diphenyl-2-(thien-2-yl)butane-1,4-dione C1(=CC=CC=C1)C(C(CC(=O)C1=CC=CC=C1)C=1SC=CC1)=O